NCC(CCC)O 1-amino-2-Pentanol